C1(CCC1)OC1=NC(=NC=N1)NCC1=C(N=NN1C)C1=CC=C(C(=N1)C)O[C@@H]1C[C@H](CCC1)C(=O)O (1S,3S)-3-((6-(5-(((4-cyclobutoxy-1,3,5-triazin-2-yl)amino)methyl)-1-methyl-1H-1,2,3-triazol-4-yl)-2-methylpyridin-3-yl)oxy)cyclohexane-1-carboxylic acid